C(C=CC=CC=CC=CC=CC=CCCCCCCCCC)(=O)O 1-docosahexaenoic acid